tert-butyl (2-acrylamido-5-fluorophenyl)carbamate C(C=C)(=O)NC1=C(C=C(C=C1)F)NC(OC(C)(C)C)=O